C=C1C(=O)OCCC1 α-methylene-δ-valerolactone